1-(3-chloro-4-{[(2R)-10-hydroxy-2,7-dimethyl-1,2,3,4-tetrahydropyrido[1,2-b]indazol-2-yl]carbamoyl}phenyl)-1H-benzimidazole-5-carboxamide ClC=1C=C(C=CC1C(N[C@]1(CC2=C3N(N=C2CC1)C(=CC=C3O)C)C)=O)N3C=NC1=C3C=CC(=C1)C(=O)N